C1(=CC=CC=C1)C1=NN(N=C1)C=1C=C(C=CC1)C(C)=O (3-(4-phenyl-2H-1,2,3-triazol-2-yl)phenyl)ethan-1-one